C(=C)C=1C=C(C=CC1)O[Si](C)(C)C 3-vinylphenyloxy-trimethylsilane